FC=1C=NC(=NC1)N1[C@H](C[C@H](CC1)C1C[C@H]2CC[C@@H](C1)N2)C (1R,3S,5S)-3-((2S,4S)-1-(5-fluoropyrimidin-2-yl)-2-methylpiperidin-4-yl)-8-azabicyclo[3.2.1]octane